C(C)(C)(C)NC1=CC2=C(C=N1)C=C(N2C)C2=NC(=NC=C2)NCC(F)(F)F N-tert-butyl-1-methyl-2-[2-(2,2,2-trifluoroethylamino)pyrimidin-4-yl]pyrrolo[3,2-c]pyridin-6-amine